C(CCCCCCCCCCCCCCCCC)(=O)OCC1CO1 glycidyl normal octadecanoate